4-phenylphenyltrimethoxysilane C1(=CC=CC=C1)C1=CC=C(C=C1)[Si](OC)(OC)OC